(S)-6-bromo-N-(3-(1-((2-ethyl-2H-pyrazolo[3,4-b]pyrazin-6-yl)amino)ethyl)phenyl)-5-methylnicotinamide BrC1=NC=C(C(=O)NC2=CC(=CC=C2)[C@H](C)NC=2C=NC=3C(N2)=NN(C3)CC)C=C1C